2-((2S,4S)-1-acryloyl-4-(6-fluoro-7-(4-fluorophenyl)-8-methyl-4-(((S)-1-methylpyrrolidin-2-yl)methoxy)-1H-[1,2,3]triazolo[4,5-c]quinolin-1-yl)piperidin-2-yl)acetonitrile C(C=C)(=O)N1[C@@H](C[C@H](CC1)N1N=NC=2C(=NC=3C(=C(C(=CC3C21)C)C2=CC=C(C=C2)F)F)OC[C@H]2N(CCC2)C)CC#N